2,2-difluoro-4-(methoxymethoxy)benzo[d][1,3]dioxole FC1(OC2=C(O1)C=CC=C2OCOC)F